ClC1=CC=C(S1)C1(CCC2(CNC(N2)=O)CC1)N(C)C (CIS)-8-(5-chlorothiophen-2-yl)-8-(dimethylamino)-1,3-diazaspiro[4.5]decan-2-one